BrC(C(=O)OC(C)CC)=C sec-butyl alpha-bromoacrylate